1-benzyl-4-(4-chlorophenyl)-4-piperidinol C(C1=CC=CC=C1)N1CCC(CC1)(O)C1=CC=C(C=C1)Cl